2-(o-phenylphenoxy)ethyl acrylate C(C=C)(=O)OCCOC1=C(C=CC=C1)C1=CC=CC=C1